ClC=1C=C(C=CC1[C@@H](CN[C@@H]([C@H]1CNC2=C(N1)N=CC=C2)C2=CC=CC=C2)C)CC(=O)O |o1:7| 2-(3-chloro-4-((S or R)-1-(((R)-phenyl((R)-1,2,3,4-tetrahydropyrido[2,3-b]pyrazin-3-yl)methyl)amino)propan-2-yl)phenyl)acetic acid